CC(C)(C(C)C)C1=CC(=C(C(=C1)C)O)C 4-(2,3-dimethylbutan-2-yl)-2,6-dimethylphenol